CC1([C@@H]([C@H]1C=O)C(=O)OC)C methyl (1R)-trans-2,2-dimethyl-3-formylcyclopropanecarboxylate